BrC=1C(=C(C(N(C1)C(C(=O)OCC)CC(C)C)=O)F)C(F)(F)F Ethyl 2-(5-bromo-3-fluoro-2-oxo-4-(trifluoromethyl) pyridin-1(2H)-yl)-4-methylpentanoate